CC=1C(=NC(=CC1)C)C (methyl)(2,6-dimethylpyridine)